C(C)OC(=O)C=1N=C(SC1CCCCl)NC(C)=O (3-chloropropyl)-2-acetamido-1,3-thiazole-4-carboxylic acid ethyl ester